C(C)N(C(CC)CC)CC1=C(C(=CC(=C1)[N+](=O)[O-])Cl)O 2-((Ethyl-(pent-3-yl)amino)methyl)-6-chloro-4-nitrophenol